BrC=1SC(=C2C1C(N(C2=O)CC(CCCCCCCC)CCCCCC)=O)Br 1,3-dibromo-5-(2-hexyldecyl)thieno[3,4-c]pyrrole-4,6-dione